N-(3-chlorobenzyl)pyrimido[1',6':1,5]pyrazolo[4,3-c][2,7]naphthyridin-5-amine ClC=1C=C(CNC2=NC=3C(C4=CC=NC=C24)=NN2C3C=CN=C2)C=CC1